C(C)(C)(C)OC(=O)N1CC2CCC(C1)N2CC2=C(C=C(C=C2OC)C2=CN(C(C(=C2C)C)=O)C)OC 8-[[2,6-dimethoxy-4-(1,4,5-trimethyl-6-oxo-3-pyridinyl)phenyl]methyl]-3,8-diazabicyclo[3.2.1]octane-3-carboxylic acid tert-butyl ester